N-(3-chloro-2-fluorophenyl)-7-((3-methylpiperidin-3-yl)ethynyl)-6-nitroquinazolin-4-amine ClC=1C(=C(C=CC1)NC1=NC=NC2=CC(=C(C=C12)[N+](=O)[O-])C#CC1(CNCCC1)C)F